O=C1N[C@]2(C(N1C1=CC=C(C=C1)C(F)(F)F)=O)CCN(CCC2)C(=O)OC(C)(C)C (S)-tert-butyl 2,4-dioxo-3-(4-(trifluoromethyl) phenyl)-1,3,8-triazaspiro[4.6]undecane-8-carboxylate